C1(CC1)[C@@H]1C[C@@H](C=2N1N=C(N2)C(=O)O)F cis-5-cyclopropyl-7-fluoro-6,7-dihydro-5H-pyrrolo[1,2-b][1,2,4]triazole-2-carboxylic acid